(1-(4-(trifluoromethyl)phenyl)-1,2,3,4-tetrahydropyrido[2,3-b]pyrazin-3-yl)methanamine FC(C1=CC=C(C=C1)N1C2=C(NC(C1)CN)N=CC=C2)(F)F